CC1(CCN(CC1)C(=O)C12CCN(CC1)CC2)N2N=CC=C2 1-(4-methyl-1-(quinuclidine-4-carbonyl)piperidin-4-yl)-1H-pyrazol